C(C)(C)C1=NN(C=2N=C(C=C(C21)NCC=2N=CN(C2)C)C=2C(=NC=CC2)OCCC)C 3-isopropyl-1-methyl-N-[(1-methylimidazol-4-yl)methyl]-6-(2-propoxy-3-pyridyl)pyrazolo[3,4-b]pyridin-4-amine